(methoxymethyl)-9H-pyrido[3,4-b]indole-3,9-dicarboxylate COCOC(=O)C1=CC2=C(N(C3=CC=CC=C23)C(=O)[O-])C=N1